(2-((tert-butoxycarbonyl)amino)ethyl)potassium trifluoroborate B(F)(F)F.C(C)(C)(C)OC(=O)NCC[K]